3-(3,4-Dimethoxy-phenyl)-6,7-dimethoxy-quinoline COC=1C=C(C=CC1OC)C=1C=NC2=CC(=C(C=C2C1)OC)OC